(benzotriazol-2-yl)-4-tert-octylphenol N=1N(N=C2C1C=CC=C2)C2=C(C=CC(=C2)C(C)(C)CC(C)(C)C)O